C1(CC1)C=1N=CN(C1)C1=CC(=NC=C1)C(=O)NC1=CC=CC=2C=3N([C@@H](COC21)CF)N=NN3 (S)-4-(4-cyclopropyl-1H-imidazol-1-yl)-N-(5-(fluoromethyl)-5,6-dihydrobenzo[f]tetrazolo[1,5-d][1,4]oxazepin-8-yl)picolinamide